[Na+].P(=O)([O-])([O-])O.[Na+] sodium phosphate, sodium salt